N1(CCC1)C1=CC(=CC(=N1)[C@H](CC(=O)O)NC([C@H](CC(C)C)N1C(C=C(C(=C1)CCN(C)C)C(F)(F)F)=O)=O)C1=C(C=CC=C1C)C |o1:17| (S)-3-(6-(azetidin-1-yl)-4-(2,6-dimethylphenyl)pyridin-2-yl)-3-((S*)-2-(5-(2-(dimethylamino)ethyl)-2-oxo-4-(trifluoromethyl)pyridin-1(2H)-yl)-4-methylpentanamido)propanoic acid